BrC1=CN=C(S1)C1=CC=C(N)C=C1 4-(5-bromothiazol-2-yl)aniline